(R)-3-hydroxy-1-methyl-3-(3-(6-(2-(methylsulfonyl)pyrimidin-4-yl)pyridin-2-yl)isoxazol-5-yl)pyrrolidin-2-one O[C@@]1(C(N(CC1)C)=O)C1=CC(=NO1)C1=NC(=CC=C1)C1=NC(=NC=C1)S(=O)(=O)C